C(C)(C)(C)C1=C(C=C(C=C1)NC(OC1=CC=CC=C1)=O)Cl phenyl (4-(tert-butyl)-3-chlorophenyl)carbamate